8-[1-(2-Methyl-acryloyl)-piperidin-4-yl]-2-(4-phenoxy-phenyl)-5,6,7,8-tetrahydro-imidazo[1,2-b]pyridazine-3-carboxamide CC(C(=O)N1CCC(CC1)C1C=2N(NCC1)C(=C(N2)C2=CC=C(C=C2)OC2=CC=CC=C2)C(=O)N)=C